NC1=C(C2=C(S1)CCC21CNC1)C#N 2-aminospiro[5,6-dihydro-cyclopenta[b]thiophene-4,3'-azetidine]-3-carbonitrile